N-(4-((1S,4R)-2-azabicyclo[2.2.1]heptan-2-ylmethyl)pyridin-2-yl)-5-(5-methyl-1H-pyrazol-4-yl)thiazolo[5,4-b]pyridin-2-amine [C@H]12N(C[C@H](CC1)C2)CC2=CC(=NC=C2)NC=2SC1=NC(=CC=C1N2)C=2C=NNC2C